1-cyclohexyl-3-(6-methoxypyridin-3-yl)-7-(trifluoromethyl)-2,3-dihydroquinazolin-4(1H)-one C1(CCCCC1)N1CN(C(C2=CC=C(C=C12)C(F)(F)F)=O)C=1C=NC(=CC1)OC